(2S,3S)-ethyl 3-((2-(5-fluoro-1-tosyl-1H-pyrrolo[2,3-b]pyridin-3-yl)-6-(phenylethynyl) pyrimidin-4-yl)amino)bicyclo[2.2.2]octane-2-carboxylate FC=1C=C2C(=NC1)N(C=C2C2=NC(=CC(=N2)N[C@@H]2[C@H](C1CCC2CC1)C(=O)OCC)C#CC1=CC=CC=C1)S(=O)(=O)C1=CC=C(C)C=C1